4-methoxyindole-1-carboxylate COC1=C2C=CN(C2=CC=C1)C(=O)[O-]